1-(3-(trimethoxysilyl)propyl)-3,5-Di-2-propenyl-1,3,5-triazine-2,4,6(1H,3H,5H)-trione CO[Si](CCCN1C(N(C(N(C1=O)CC=C)=O)CC=C)=O)(OC)OC